OC(C)(C)C=1N=CC(=NC1)N1C(O[C@@]2(C[C@@H](C3(CC3)CC2)CN2C=NC3=C2C=C(C=C3)C#N)C1)=O 1-(((4S,6S)-9-(5-(2-hydroxypropan-2-yl)pyrazin-2-yl)-8-oxo-7-oxa-9-azadispiro[2.2.46.23]dodecane-4-yl)methyl)-1H-benzo[d]imidazole-6-carbonitrile